1-[3-(3-{4-amino-5-bromo-7-methyl-7H-pyrrolo[2,3-d]pyrimidin-6-yl}phenyl)-2,5-dihydro-1H-pyrrol-1-yl]prop-2-en-1-one Lead(IV) [Pb+4].NC=1C2=C(N=CN1)N(C(=C2Br)C=2C=C(C=CC2)C=2CN(CC2)C(C=C)=O)C